COC=1C=C2C(=CC=NC2=CC1OC)N1CCC(CC1)C(CN)CC 2-(1-(6,7-dimethoxyquinolin-4-yl)piperidin-4-yl)butan-1-amine